C(C)(C)(C)C=1C=C(C=C(C1)C(C)(C)C)C1=CC=C(C=C1)NC1=CC=2C(C3=CC=CC=C3C2C=C1)(C)C N-(3',5'-di-tert-butyl-1,1'-biphenyl-4-yl)-N-(9,9-dimethyl-9H-fluoren-2-yl)amine